2-amino-4-hydroxy-6-methylpyridine NC1=NC(=CC(=C1)O)C